ClC1=NC(=CC=C1C(=O)NS(=O)(=O)C1=CC=C(C=C1)O)N1N=C(C=C1)OCC1C(C1(C)C)(C)C 2-chloro-N-(4-hydroxyphenyl)sulfonyl-6-[3-[(2,2,3,3-tetramethylcyclopropyl)methoxy]Pyrazol-1-yl]Pyridine-3-carboxamide